BrC1=CC2=C(N[C@H](C(N2)=O)[C@](C)(C2=CC=CC=C2)NC(OC(C)(C)C)=O)N=C1 tert-butyl N-[(1S)-1-[(3S)-7-bromo-2-oxo-3,4-dihydro-1H-pyrido[2,3-b]pyrazin-3-yl]-1-phenyl-ethyl]carbamate